N1C=C(C2=CC=CC=C12)CC(CCCC)NC(=O)C1=CC2=C(S1)C=C(C=C2)N2CCC(CC2)(F)F N-(1-(1H-indol-3-yl)hexan-2-yl)-6-(4,4-difluoropiperidin-1-yl)benzo[b]thiophene-2-Carboxamide